NC=1N(NC=CN1)C1=CC(=C(C(=C1)Cl)OC1=CNC(C(=C1C)C(C)C)=O)Cl amino-2-(3,5-dichloro-4-((5-isopropyl-4-methyl-6-oxo-1,6-dihydropyridin-3-yl)oxy)phenyl)-1,2,4-triazine